3-aminopropyl-(isobutoxymethylsilane) NCCC[SiH2]COCC(C)C